rac-3-(5-methylpyrrolidin-3-yl)-5-(piperidin-1-ylmethyl)-5,6-dihydro-1,4,2-dioxazine CC1CC(CN1)C1=NOCC(O1)CN1CCCCC1